C([C@H](C)CCC[C@@H](C)[C@H]1CC[C@H]2[C@@H]3[C@@H](C=C4C[C@H](CC[C@]4(C)[C@H]3CC[C@]12C)O)O)O (25R)-Cholest-5-en-3beta,7alpha,26-triol